6-amino-3,3-dimethyl-1,4-dihydroquinolin-2-one NC=1C=C2CC(C(NC2=CC1)=O)(C)C